Ethyl (S)-3-(((R)-tert-butylsulfinyl)amino)-3-(4-fluoro-2',4',5,6'-tetramethyl-[1,1'-biphenyl]-3-yl)propanoate C(C)(C)(C)[S@@](=O)N[C@@H](CC(=O)OCC)C=1C=C(C=C(C1F)C)C1=C(C=C(C=C1C)C)C